((3-(bis(2-hydroxyethyl)amino)propyl)azanediyl)bis(heptane-7,1-diyl) bis(4,4-bis(((Z)-oct-5-en-1-yl)oxy)butanoate) C(CCC\C=C/CC)OC(CCC(=O)OCCCCCCCN(CCCCCCCOC(CCC(OCCCC\C=C/CC)OCCCC\C=C/CC)=O)CCCN(CCO)CCO)OCCCC\C=C/CC